6-[3-[[2-fluoro-4-(trifluoromethyl)phenyl]methoxy]azetidine-1-carbonyl]-3-oxo-4,5,7,8-tetrahydro-2H-pyrido[3,4-b]pyrazine-1-carboxylic acid tert-butyl ester C(C)(C)(C)OC(=O)N1C2=C(NC(C1)=O)CN(CC2)C(=O)N2CC(C2)OCC2=C(C=C(C=C2)C(F)(F)F)F